(R)-N'-((1,2,3,5,6,7-hexahydro-s-indacen-4-yl-3,3,5,5-d4)carbamoyl)-2-(2-hydroxypropan-2-yl)thiazole-5-sulfonimidamide C1CC(C2=C(C=3C(CCC3C=C12)([2H])[2H])NC(=O)N=[S@](=O)(N)C1=CN=C(S1)C(C)(C)O)([2H])[2H]